C1=CC=CC=2OPOC3=C(C21)C=CC=C3 dibenzo[d,f][1,3,2]dioxaphosphepin